6-(6-fluoro-1-methyl-1H-indol-4-yl)-8-(4-fluoropiperidine-1-carbonyl)-2,2-dimethyl-2H,5H,6H-[1,3]dioxolo[4,5-g]isoquinolin-5-one FC1=CC(=C2C=CN(C2=C1)C)N1C(C=2C=C3C(=CC2C(=C1)C(=O)N1CCC(CC1)F)OC(O3)(C)C)=O